NC(C)C1=CC=C(C(=O)O)C=C1 4-[1-aminoethyl]benzoic acid